5-carboethoxypentyl-N,N'-bis-(2-(4-methoxy-benzylthio)-2-methylpropyl)-ethylenediamine C(=O)(OCC)CCCCCN(CCNCC(C)(C)SCC1=CC=C(C=C1)OC)CC(C)(SCC1=CC=C(C=C1)OC)C